ClC=1C(=C(C=CC1F)[C@@H](NC(=O)N1[C@@H](C(NCC1)=O)C)C1=CN=C(S1)OCC(F)(F)F)F (2R)-N-((R)-(3-chloro-2,4-difluorophenyl)(2-(2,2,2-trifluoroethoxy)thiazol-5-yl)methyl)-2-methyl-3-oxopiperazine-1-carboxamide